(2R,3R,4S,5S)-2-(5-((Adamantan-1-yl)thio)-4-amino-7H-pyrrolo[2,3-d]pyrimidin-7-yl)-5-((((3-methyl-5-phenylisoxazol-4-yl)methyl)thio)methyl)tetrahydrofuran-3,4-diol C12(CC3CC(CC(C1)C3)C2)SC2=CN(C=3N=CN=C(C32)N)[C@@H]3O[C@@H]([C@H]([C@H]3O)O)CSCC=3C(=NOC3C3=CC=CC=C3)C